(R,E)-3-(4-chlorophenyl)-N'-((4-chlorophenyl)sulfonyl)-N-(2-(N-methylsulfamoyl)ethyl)-4-phenyl-4,5-dihydro-1H-pyrazole-1-carboximidamide ClC1=CC=C(C=C1)C1=NN(C[C@H]1C1=CC=CC=C1)/C(/NCCS(NC)(=O)=O)=N/S(=O)(=O)C1=CC=C(C=C1)Cl